N-(4-(4-amino-7-(1-isobutyrylpiperidin-4-yl)-7H-pyrrolo[2,3-d]pyrimidin-5-yl)phenyl)-6-cyano-5-(4-fluorophenyl)-1-cyclopropyl-4-oxo-1,4-dihydropyridine-3-carboxamide NC=1C2=C(N=CN1)N(C=C2C2=CC=C(C=C2)NC(=O)C2=CN(C(=C(C2=O)C2=CC=C(C=C2)F)C#N)C2CC2)C2CCN(CC2)C(C(C)C)=O